tert-butyl (R)-(1-benzylpiperidin-3-yl)((3-fluorobicyclo[1.1.1]pentan-1-yl)methyl)carbamate C(C1=CC=CC=C1)N1C[C@@H](CCC1)N(C(OC(C)(C)C)=O)CC12CC(C1)(C2)F